COCOC1=C(C(=CC(=C1)C(F)(F)F)C)C=1N=NC2=C(C=CC=C2C1)C1=CCCN(C1)C(=O)OC(C)(C)C tert-butyl 5-{3-[2-(methoxymethoxy)-6-methyl-4-(trifluoromethyl)phenyl]cinnolin-8-yl}-3,6-dihydropyridine-1(2H)-carboxylate